OCCNC(CC)S(=O)(=O)O 2-hydroxyethylaminopropanesulfonic acid